CC(C(C(CCC)=O)=O)=O heptanetrione